BrC1=C(C#N)C(=CC=C1)C1=CC2=C(N=C(N=C2)SC)N(C1=O)C 2-Bromo-6-(8-methyl-2-methylsulfanyl-7-oxopyrido[2,3-d]pyrimidin-6-yl)benzonitrile